(3E)-14-chloro-3-tetradecen-1-ol ClCCCCCCCCCC/C=C/CCO